N-(6-chloro-2'-(4,4-difluorocyclohexyl)-[2,4'-bipyridin]-3'-yl)-2-isopropylpyrimidine-5-carboxamide ClC1=CC=CC(=N1)C1=C(C(=NC=C1)C1CCC(CC1)(F)F)NC(=O)C=1C=NC(=NC1)C(C)C